FC([C@@H](C)O)(C1=C(C(=CC=C1)[C@@H](C)NC=1C2=C(N=C(N1)C)C=NC(=C2)P(=O)(C(C)C)C)F)F |o1:2| (2R*)-1,1-difluoro-1-{2-fluoro-3-[(1R)-1-({2-methyl-6-[methyl(propan-2-yl)phosphoryl]pyrido[3,4-d]pyrimidin-4-yl}amino)ethyl]phenyl}propan-2-ol